4-((1s,4r)-4-pentylcyclohexyl)phenol CCCCCC1CCC(CC1)C2=CC=C(C=C2)O